[Si](C)(C)(C(C)(C)C)OCC1=C(N)C=C(C=C1)F 2-(tert-butyldimethylsilanyloxymethyl)-5-fluoroaniline